rac-5-(aminomethyl)-5-ethylimidazolidine-2,4-dione hydrochloride rac-tert-butyl-[(4-ethyl-2,5-dioxoimidazolidin-4-yl)methyl]carbamate C(C)(C)(C)N(C(O)=O)C[C@]1(NC(NC1=O)=O)CC.Cl.NC[C@@]1(C(NC(N1)=O)=O)CC |r|